N1=C(C=CC=C1)N1C(C=2CCC(=CC2C=N1)C1=C(C=CC=C1)C)=O 2-(pyridin-2-yl)-6-(o-tolyl)-7,8-dihydro-phthalazin-1(2H)-one